1,1-bis-(2-chloro-4-methylphenyl)-ethane ClC1=C(C=CC(=C1)C)C(C)C1=C(C=C(C=C1)C)Cl